C(C1=CC=C(C=C1)C(C(C)(C)O)=O)C1=CC=C(C=C1)C(C(C)(O)C)=O 1'-(methylenedi-4,1-phenylene)bis(2-hydroxy-2-methyl-1-propanone)